(1-(5-(6-chloro-7-fluoro-3-(1H-imidazol-1-yl)-5-methoxy-1-methyl-1H-indol-2-yl)-1H-1,2,4-triazol-3-yl)ethyl)morpholine ClC1=C(C=C2C(=C(N(C2=C1F)C)C1=NC(=NN1)C(C)N1CCOCC1)N1C=NC=C1)OC